2-p-nitrobenzoyl-2-acetamido-1,3-propanediol [N+](=O)([O-])C1=CC=C(C(=O)C(CO)(CO)NC(C)=O)C=C1